2-{6-[(3aS,7aR)-5-Methyloctahydro-1H-pyrrolo[3,2-c]pyridin-1-yl][1,3]thiazolo[4,5-c]pyridazin-3-yl}-5-(1H-pyrazol-4-yl)phenol-Dihydrochlorid Cl.Cl.CN1C[C@H]2[C@@H](CC1)N(CC2)C=2SC1=C(N=NC(=C1)C1=C(C=C(C=C1)C=1C=NNC1)O)N2